N-[3-[2,5-bis(difluoromethoxy)phenyl]-1-[[1-(1-methylpyrrolidin-3-yl)tetrazol-5-yl]methyl]pyrazol-4-yl]pyrazolo[1,5-a]pyrimidine-3-carboxamide FC(OC1=C(C=C(C=C1)OC(F)F)C1=NN(C=C1NC(=O)C=1C=NN2C1N=CC=C2)CC2=NN=NN2C2CN(CC2)C)F